decyl-phenyl-oxo-valeric acid C(CCCCCCCCC)C(C(C(=O)O)=O)(CC)C1=CC=CC=C1